ClC=1C(N(C(=CC1OC([2H])([2H])C1=C(C=C(C=C1)F)F)C)C1=CC(=NC=C1C)N1N=C(C(=C1)F)C(C)(C)NC(C)=O)=C=O N-(2-(1-(3-chloro-4-((2,4-difluorophenyl)methoxy-d2)-5',6-Dimethyl-2-carbonyl-2H-[1,4'-bipyridine]-2'-yl)-4-fluoro-1H-pyrazol-3-yl)propan-2-yl)acetamide